Citrat Dihydrat O.O.C(CC(O)(C(=O)O)CC(=O)O)(=O)O